ClC1=C(C=CC=C1F)C1=CC=CC2=C1NC(=NS2(=O)=O)NCC=2OC=CN2 5-(2-chloro-3-fluorophenyl)-3-((oxazol-2-ylmethyl)amino)-4H-benzo[e][1,2,4]thiadiazine 1,1-dioxide